t-butyloxycarbonyl-4-(5-(cyclopropylmethoxy)-2-methyl-4-nitrophenyl)-5,6-dihydropyridine C(C)(C)(C)OC(=O)C1=NCCC(=C1)C1=C(C=C(C(=C1)OCC1CC1)[N+](=O)[O-])C